C1(CCCC(C\C=C\CC)O1)=O (E)-7-decen-5-olide